N=1C=NN2C1C=CC(=C2)OC2=C(C=C(C=C2)NC=2C1=C(N=CN2)SC2=C1CCNC2)Cl N-(4-([1,2,4]Triazolo[1,5-a]pyridin-6-yloxy)-3-chlorophenyl)-5,6,7,8-tetrahydropyrido[4',3':4,5]thieno[2,3-d]pyrimidin-4-amine